FC1=C(C(=C(C(=C1C=1C2=CC=C(N2)C(=C2C=CC(C(=C3C=CC(=C(C=4C=CC1N4)C4=C(C(=C(C(=C4F)F)F)F)F)N3)C3=C(C(=C(C(=C3F)F)F)F)F)=N2)C2=C(C(=C(C(=C2F)F)F)F)F)F)F)F)F 5,10,15,20-tetrakis(pentafluorophenyl)porphine